CC1(CN(CCO1)C(S(=O)(=O)[O-])CC([C@H]1CC[C@H]2[C@@H]3CC[C@H]4C[C@@H](CC[C@]4(C)[C@H]3C(C[C@]12C)=O)O)=O)C (2,2-dimethyl-4-morpholinyl)-3alpha-hydroxy-11,20-dioxo-5alpha-pregnan-21-ylmethanesulfonate